C(#N)[C@H](C[C@@H]1C(NCCC1)=O)NC(=O)[C@H]1N(C[C@@H]2[C@H]1CC(C2)(F)F)C(=O)C=2NC1=C(C(=CC(=C1C2)F)C)F (1S,3aS,6aR)-N-((S)-1-cyano-2-((R)-2-oxopiperidin-3-yl)ethyl)-2-(4,7-difluoro-6-methyl-1H-indole-2-carbonyl)-5,5-difluorooctahydrocyclopenta[c]pyrrole-1-carboxamide